chromium-nickel-aluminum-platinum [Pt].[Al].[Ni].[Cr]